CN1C=C(C2=CC=CC=C12)C1=NC(=NC=C1C(=O)OCC)Cl 1-methyl-3-(5-ethoxycarbonyl-2-chloro-4-pyrimidyl)indole